O=C1NC(CCC1C1=NN(C2=CC(=CC=C12)N1[C@@H](C[C@@H](CC1=O)N(C(OC(C)(C)C)=O)C)C)C)=O tert-butyl ((2R,4S)-1-(3-(2,6-dioxopiperidin-3-yl)-1-methyl-1H-indazol-6-yl)-2-methyl-6-oxopiperidin-4-yl)(methyl)carbamate